2,6-dichloro-N-(3,3-difluorocyclobutyl)pyridine-4-sulfonamide ClC1=NC(=CC(=C1)S(=O)(=O)NC1CC(C1)(F)F)Cl